C(C)(C)(C)OC(=O)N1C(=CC=2C=NC=CC21)CNC(CN2C(=NC=C(C2=O)N)C2=CC=CC=C2)=O ((2-(5-amino-6-oxo-2-phenylpyrimidin-1(6H)-yl)acetamido)methyl)-1H-pyrrolo[3,2-c]pyridine-1-carboxylic acid tert-butyl ester